C(C1=CC=CC=C1)OC1=C(C=C(C=C1)C(C)=O)OC 1-(4-(benzyloxy)-3-methoxyphenyl)ethan-1-one